CC1=C(C=2N(C=C1C1=C(C=3C(=CN=C(C3F)N3[C@@H](CN(CC3)C(CN(C)C)=O)C)N1)C(C)C)N=CN2)C (R)-1-(4-(2-(7,8-dimethyl-[1,2,4]triazolo[1,5-a]pyridin-6-yl)-4-fluoro-3-isopropyl-1H-pyrrolo[2,3-c]pyridin-5-yl)-3-methylpiperazin-1-yl)-2-(dimethylamino)ethan-1-one